4-amino-N-isobutyl-3-methyl-N-((5-(trifluoromethyl)pyridin-2-yl)methyl)-1,3-dihydrofuro[3,4-c]quinoline-8-carboxamide NC1=NC=2C=CC(=CC2C2=C1C(OC2)C)C(=O)N(CC2=NC=C(C=C2)C(F)(F)F)CC(C)C